2-((3,5-dicyano-4-ethyl-6-(4-propyl-1,4-diazepan-1-yl)pyridin-2-yl)sulfanyl)-2-phenylacetamide C(#N)C=1C(=NC(=C(C1CC)C#N)N1CCN(CCC1)CCC)SC(C(=O)N)C1=CC=CC=C1